N1=C(N)N=C(N)N=C1N.C(CCCCC(=O)O)(=O)O adipic acid-melamine salt